5-ethylbicyclo[2.2.1]hept-2-ene C(C)C1C2C=CC(C1)C2